O[C@H]1C[C@@H](N(C1)C1=NC=CC=C1[N+](=O)[O-])C(=O)[O-] (2R,4S)-4-hydroxy-1-(3-nitropyridin-2-yl)pyrrolidine-2-carboxylate